ClC1=C(C(=C(C=C1OC)OC)Cl)C1=CC2=C(N=C(N=C2)N[C@@H]2COCC[C@@H]2NC(C=C)=O)C(=N1)NC1COC1 N-((3S,4S)-3-((6-(2,6-dichloro-3,5-dimethoxyphenyl)-8-(oxetan-3-ylamino)pyrido[3,4-d]pyrimidin-2-yl)amino)tetrahydro-2H-pyran-4-yl)acrylamide